C1(CCC1)OC1=CC=2N(C=C1C(=O)NC1=NC(=CC=C1)C=1C=NN(C1)C)C=C(N2)C21COC(C2)(C1)C 7-Cyclobutoxy-N-(6-(1-methyl-1H-pyrazol-4-yl)pyridin-2-yl)-2-(1-methyl-2-oxabicyclo[2.1.1]hexan-4-yl)imidazo[1,2-a]pyridine-6-carboxamide